7-chloro-6-fluoro-1-(2-isopropyl-4-methyl-3-pyridyl)-4-[(2S)-2-methyl-4-[2,3,4,5-tetrafluoro-6-(fluoromethoxy)phenyl]sulfonyl-piperazin-1-yl]pyrido[2,3-d]pyrimidin-2-one ClC=1C(=CC2=C(N(C(N=C2N2[C@H](CN(CC2)S(=O)(=O)C2=C(C(=C(C(=C2OCF)F)F)F)F)C)=O)C=2C(=NC=CC2C)C(C)C)N1)F